ClC=1C(=CC2=C([C@@H]([C@](O2)(C=2C=NC=CC2)CNC2CCC(CC2)(O)C)C)C1B1OC(C(O1)(C)C)(C)C)F 4-((((2S,3S)-5-chloro-6-fluoro-3-methyl-2-(pyridin-3-yl)-4-(4,4,5,5-tetramethyl-1,3,2-dioxaborolan-2-yl)-2,3-dihydrobenzofuran-2-yl)methyl)amino)-1-methylcyclohexan-1-ol